C(CCCC)[N+]1=CC=CC=C1 Pentyl-Pyridinium